1,4-dicyano-3-butene C(#N)CCC=CC#N